N1N=CC(=C1)CNC(=O)[C@H]1N2C3=C(C=CC=C3C1)CC[C@@H](C2=O)NC([C@H]([C@H](CC)C)NC(COCCF)=O)=O (2S,5S)-5-{(2S,3S)-2-[2-(2-Fluoro-ethoxy)-acetylamino]-3-methyl-pentanoylamino}-4-oxo-1,2,4,5,6,7-hexahydro-azepino[3,2,1-hi]indole-2-carboxylic acid (1H-pyrazol-4-ylmethyl)-amide